S1(CCCCC1)=O thiacyclohexanone